(3-chloro-4-fluorophenyl)(5-methyl-4-(methylsulfinyl)-1-((2-(trimethylsilyl)ethoxy)methyl)-1H-imidazol-2-yl)methyl diisopropylcarbamate C(C)(C)N(C(OC(C=1N(C(=C(N1)S(=O)C)C)COCC[Si](C)(C)C)C1=CC(=C(C=C1)F)Cl)=O)C(C)C